trans-N-[3-(2,6-dimethoxyphenyl)-1-[[2-(trimethylsilyl)ethoxy]methyl]pyrrolo[2,3-b]pyridin-6-yl]-2-(hydroxymethyl)cyclopropane-1-carboxamide COC1=C(C(=CC=C1)OC)C1=CN(C2=NC(=CC=C21)NC(=O)[C@H]2[C@@H](C2)CO)COCC[Si](C)(C)C